CC1(OC[C@H](O1)C(=O)[O-])C.[Li+].COC1=CC=C(CS)C=C1 4-methoxy-α-toluenethiol lithium (4S)-2,2-dimethyl-1,3-dioxolane-4-carboxylate